Benzyl ((S)-1-(((S)-1-((4-(hydroxymethyl)phenyl)amino)-1-oxo-5-ureidopentan-2-yl)amino)-3-methyl-1-oxobutan-2-yl)carbamate OCC1=CC=C(C=C1)NC([C@H](CCCNC(=O)N)NC([C@H](C(C)C)NC(OCC1=CC=CC=C1)=O)=O)=O